6-isocyano-[1,1'-biphenyl]-3-carbonitrile [N+](#[C-])C1=CC=C(C=C1C1=CC=CC=C1)C#N